6,9-dihydropyrazino[2,3-g]quinazoline-7,8-dione N1=CN=CC2=CC3=C(C=C12)NC(C(N3)=O)=O